3-((S)-8-(4-bromo-3-methylbenzenesulfonyl)-1-oxa-8-azaspiro[4.5]dec-3-ylamino)-2-hydroxypropoxy-methylbenzenesulfonamide BrC1=C(C=C(C=C1)S(=O)(=O)N1CCC2(C[C@@H](CO2)NCC(COC=2C(=C(C=CC2)S(=O)(=O)N)C)O)CC1)C